NC1=NC=NN2C1=C(C=C2C2CCC(CC2)O)C2=C(C=C(C=C2)NC(=O)C=2C(N(N1C2COCC1)C1=CC=CC=C1)=O)F N-(4-(4-amino-7-((1r,4r)-4-hydroxycyclohexyl)pyrrolo[2,1-f][1,2,4]triazin-5-yl)-3-fluorophenyl)-2-oxo-1-phenyl-2,4,6,7-tetrahydro-1H-pyrazolo[5,1-c][1,4]oxazine-3-carboxamide